Ethyl (5-(4-fluorobenzamido)naphthalen-1-yl)carbamate FC1=CC=C(C(=O)NC2=C3C=CC=C(C3=CC=C2)NC(OCC)=O)C=C1